NCCOC1=CC2=C(N(C(N2C)=O)C2C(NC(CC2)=O)=O)C=C1 3-[5-(2-aminoethoxy)-3-methyl-2-oxo-benzimidazol-1-yl]piperidine-2,6-dione